NC1([SiH2]CCC1)OC aza-2-methyl-2-methoxysilacyclopentane